C[C@@]1([C@@H](CCC1)O)O Trans-1-methyl-1,2-cyclopentanediol